9-(4-chloro-2-fluorophenyl)-2,3-dimethyl-7-[(2S)-2-(1-methylpyrazol-4-yl)morpholin-4-yl]pyrimido[1,2-b]pyridazin-4-one ClC1=CC(=C(C=C1)C=1C=2N(N=C(C1)N1C[C@@H](OCC1)C=1C=NN(C1)C)C(C(=C(N2)C)C)=O)F